C1(CC1)CC1=CN(C2=CC=C(C=C12)N1C(NC2=C(C1=O)C1=C(S2)CCCC1)=O)C 3-(3-(cyclopropylmethyl)-1-methyl-1H-indol-5-yl)-5,6,7,8-tetrahydrobenzo[4,5]thieno[2,3-d]pyrimidine-2,4(1H,3H)-dione